C1(=CC=CC=C1)C=1N(C=CN1)CC1=CC=CC=C1 2-phenyl-1-benzyl-1H-imidazole